ClC1=CC=C2C(NC3(CCNCC3)C2=C1)=O 6-chlorospiro[isoindoline-1,4'-piperidin]-3-one